2-(3-propoxycarbonyl)propionyloxy-1,3-propanediol CCCOC(=O)C(C(=O)OC(CCO)O)C